N-(bis(2-chloroethyl)carbamoyl)-2-chloro-N-cyclopropyl-5-(1-(2,6-dichloro-4-(perfluoropropan-2-yl)phenyl)-1H-pyrazol-4-yl)nicotinamide ClCCN(C(=O)N(C(C1=C(N=CC(=C1)C=1C=NN(C1)C1=C(C=C(C=C1Cl)C(C(F)(F)F)(C(F)(F)F)F)Cl)Cl)=O)C1CC1)CCCl